3-bromo-1-methyl-1H-pyrazol-5-amine BrC1=NN(C(=C1)N)C